CC1=NC=C(C(=O)OCC)C=C1NC(=O)C1=NN=C2N1C=CC(=C2)C=2C=NN(C2)C Ethyl 6-methyl-5-(7-(1-methyl-1H-pyrazol-4-yl)-[1,2,4]triazolo[4,3-a]pyridine-3-carboxamido)nicotinate